N-(3-chloro-4-(4-(piperazin-1-ylsulfonyl)piperidine-1-carbonyl)phenyl)-5-(2,3-difluoro-4-methoxyphenyl)-1-methyl-1H-imidazole-2-carboxamide formate C(=O)O.ClC=1C=C(C=CC1C(=O)N1CCC(CC1)S(=O)(=O)N1CCNCC1)NC(=O)C=1N(C(=CN1)C1=C(C(=C(C=C1)OC)F)F)C